4,4-dimethylheptanedinitrile CC(CCC#N)(CCC#N)C